N1N=CC2=C(C=CC=C12)C=1C=C(C(=O)NC=2N(C=C(N2)CCCCCCN2CCCCC2)C2=CC=CC=C2)C=CC1 3-(1H-indazol-4-yl)-N-(1-phenyl-4-(6-(piperidin-1-yl)hexyl)-1H-imidazol-2-yl)benzamide